OC1=C(C=CC(=C1)O)C(CCC(=O)NCC)C 4-(2,4-dihydroxyphenyl)-N-ethylpentanamide